5-(2-(4-(4-methylpiperazine-1-carbonyl)phenyl)imidazo[2,1-b][1,3,4]thiadiazol-5-yl)picolinonitrile CN1CCN(CC1)C(=O)C1=CC=C(C=C1)C1=NN2C(S1)=NC=C2C=2C=CC(=NC2)C#N